8-(cyclopentylamino)-1,7-naphthyridine-6-carboxylic acid C1(CCCC1)NC=1N=C(C=C2C=CC=NC12)C(=O)O